Cl\C=C\Cl (E)-1,2-dichloroethylene